(R)-3-Isothiocyanopiperidine-1-carboxylic acid tert-butyl ester C(C)(C)(C)OC(=O)N1C[C@@H](CCC1)N=C=S